6-(3-(2-(1-(3-bromophenyl)cyclopropoxy)acetyl)-3,8-diazabicyclo[3.2.1]octan-8-yl)nicotinonitrile BrC=1C=C(C=CC1)C1(CC1)OCC(=O)N1CC2CCC(C1)N2C2=NC=C(C#N)C=C2